2-(4-phenoxyphenyl)-4,5,6,7-tetrahydropyrazolo[1,5-a]pyrimidine-3-carboxamide O(C1=CC=CC=C1)C1=CC=C(C=C1)C1=NN2C(NCCC2)=C1C(=O)N